FC=1C=CC(=NC1)NC([C@H](C)N1C[C@H](C[C@@H](C1)C1=NC=NN1)C)=O (S)-N-(5-fluoropyridin-2-yl)-2-((3S,5S)-3-methyl-5-(1H-1,2,4-triazol-5-yl)piperidin-1-yl)propanamide